BrC(CC)OC(=O)C1=NNC=C1 1-bromopropylpyrazole-3-carboxylate